[Cu]=O.[Zn].[Pb] lead-zinc-copper oxide